(S)-N-(3-chloro-4-fluorophenyl)-7-fluoro-1-(3-fluoropropionamido)-2,3-dihydro-1H-indene-4-carboxamide ClC=1C=C(C=CC1F)NC(=O)C=1C=2CC[C@@H](C2C(=CC1)F)NC(CCF)=O